N-isopropylbis(diethoxysilyl)amine C(C)(C)N([SiH](OCC)OCC)[SiH](OCC)OCC